BrC1=CC=C(S1)\C=N\[S@@](=O)C(C)(C)C (S,E)-N-((5-bromothiophen-2-yl)methylene)-2-methylpropane-2-sulfinamide